diethyl-meta-toluamide C(C)C1=C(C(=C(C=C1)C)CC)C(=O)N